C12(CCC(CC1)C2)CS(=O)(=O)O bicyclo[2.2.1]heptane-1-methanesulfonic acid